((2S,3R)-2-(((benzyloxy)carbonyl)amino)-3-methylpent-4-en-1-yl)((S)-but-3-en-2-yl)carbamic acid benzyl ester C(C1=CC=CC=C1)OC(N([C@@H](C)C=C)C[C@H]([C@@H](C=C)C)NC(=O)OCC1=CC=CC=C1)=O